4-Chloro-7-[(3R)-3-{4-[4-({4-[4-(2,4-dioxo-1,3-diazinan-1-yl)-1H-indol-1-yl]piperidin-1-yl}methyl)piperidin-1-yl]phenyl}piperidin-1-yl]-1H-indole-3-carbonitrile ClC1=C2C(=CNC2=C(C=C1)N1C[C@H](CCC1)C1=CC=C(C=C1)N1CCC(CC1)CN1CCC(CC1)N1C=CC2=C(C=CC=C12)N1C(NC(CC1)=O)=O)C#N